3-[3-(2H-tetrazol-5-yl)phenyl]-6,7-dihydro-4H-pyrazolo[1,5-a]pyrazine-5-carboxylic acid tert-butyl ester C(C)(C)(C)OC(=O)N1CC=2N(CC1)N=CC2C2=CC(=CC=C2)C=2N=NNN2